N-(2-(2-((2,2-Difluoroethyl)amino)ethoxy)-5-(7'-fluoro-3'-methyl-2'-oxo-2',3'-dihydrospiro[cyclobutane-1,1'-pyrrolo[2,3-c]quinolin]-8'-yl)pyridin-3-yl)methanesulfonamide FC(CNCCOC1=NC=C(C=C1NS(=O)(=O)C)C1=CC=2C3=C(C=NC2C=C1F)N(C(C31CCC1)=O)C)F